2,6-dihydroxy-3'-methyl-4-pentyl-N-phenyl-[1,1'-biphenyl]-3-carboxamide OC1=C(C(=CC(=C1C(=O)NC1=CC=CC=C1)CCCCC)O)C1=CC(=CC=C1)C